ClC=1C=CC=C2C=CC=C(C12)N1CC=2N=C(N=C(C2CC1)N1C[C@@H](N(CC1)C(=O)OC(C)(C)C)CC#N)OCCN1CC(CCC1)(F)F tert-butyl (2S)-4-[7-(8-chloro-1-naphthyl)-2-(2-(3,3-difluoro-1-piperidyl)ethoxy)-6,8-dihydro-5H-pyrido[3,4-d]pyrimidin-4-yl]-2-(cyanomethyl)piperazine-1-carboxylate